1-((1-(cyclopropylmethyl)-1H-imidazol-5-yl)methyl)-1H-benzo[d]imidazole-6-carboxylate C1(CC1)CN1C=NC=C1CN1C=NC2=C1C=C(C=C2)C(=O)[O-]